C(=O)C=1N=C2N(N(C(C=C2N2C[C@H](N(C[C@@H]2C)C(=O)OC(C)(C)C)C)=O)C)C1 tert-butyl (2R,5S)-4-(2-formyl-5-methyl-6-oxo-5,6-dihydroimidazo[1,2-b]pyridazin-8-yl)-2,5-dimethylpiperazine-1-carboxylate